bis(3-pentyloxy)7-oxo-tridecanedioic acid bis(3-pentyloxy) ester CCC(CC)OOC(C(CCCCC(CCCCCC(=O)OOC(CC)CC)=O)(OC(CC)CC)OC(CC)CC)=O